CC1(OB(OC1(C)C)C=1C=C(C=CC1)[C@H]1[C@@H](C1)C(=O)OCC)C |r| rac-ethyl trans-2-(3-(4,4,5,5-tetramethyl-1,3,2-dioxaborolan-2-yl)phenyl)cyclopropane-1-carboxylate